ClC1=NC(=CC=C1)C1(CC1)C#N 2-Chloro-6-(1-cyanocyclopropyl)pyridin